N1(CCC1)CC1(CC1)NC(=O)C1(CC1)OC1=C(C=CC=C1)Cl N-(1-(azetidin-1-ylmethyl)cyclopropyl)-1-(2-chlorophenoxy)cyclopropane-1-carboxamide